BrC1=NN2C(N=C(C=C2)Cl)=N1 2-bromo-5-chloro-[1,2,4]triazolo[1,5-a]pyrimidine